NC=1C=C(C=C2C=C(N=NC12)NC(=O)[C@H]1[C@@H](C1)C#N)C=1C=NN(C1)C |r| (+/-)-trans-N-(8-Amino-6-(1-methyl-1H-pyrazol-4-yl)cinnolin-3-yl)-2-cyanocyclopropanecarboxamide